C(C)(C)(C)OC(=O)N1C(CN(CC1)C[B-](F)(F)F)(C)C ((4-(tert-butoxycarbonyl)-3,3-dimethylpiperazin-1-yl)methyl)trifluoroborate